C1(CC1)C1=CC=C(\C=C/2\C(=C(C3=CC(=CC=C23)F)CC(=O)N(C)O)C)C=C1 (Z)-2-(1-(4-cyclopropylbenzylidene)-5-fluoro-2-methyl-1H-inden-3-yl)-N-hydroxy-N-methylacetamide